cyano-N-(5-(4-(6-(2-(3-trifluoromethoxyphenyl)acetamido)pyridazin-3-yl)butyl)-1,3,4-thiadiazol-2-yl)cyclopropylcarboxamide C(#N)N(C(=O)C1CC1)C=1SC(=NN1)CCCCC=1N=NC(=CC1)NC(CC1=CC(=CC=C1)OC(F)(F)F)=O